Methylphosphine Dichloride [Cl-].[Cl-].CP